3-chloro-4-fluoro-N-(4-fluoro-3-(quinoxaline-6-carbonyl)phenyl)benzamide ClC=1C=C(C(=O)NC2=CC(=C(C=C2)F)C(=O)C=2C=C3N=CC=NC3=CC2)C=CC1F